5-(imidazo[1,2-b]pyridazin-6-yl)-N-isobutylpyrrolo[2,1-f][1,2,4]triazin-2-amine N=1C=CN2N=C(C=CC21)C=2C=CN1N=C(N=CC12)NCC(C)C